1-(6,7-dihydro-5H-benzo[6,7]cyclohepta[1,2-c]pyridazin-3-yl)-N3-(3-fluoro-4-(4-(morpholin-4-yl)piperidin-1-yl)phenyl)-1H-1,2,4-triazole-3,5-diamine N1=NC(=CC2=C1C1=C(CCC2)C=CC=C1)N1N=C(N=C1N)NC1=CC(=C(C=C1)N1CCC(CC1)N1CCOCC1)F